(4,5-dichloro-1H-indol-2-yl)-[4-[(2S)-pyrrolidine-2-carbonyl]piperazin-1-yl]methanone ClC1=C2C=C(NC2=CC=C1Cl)C(=O)N1CCN(CC1)C(=O)[C@H]1NCCC1